N1(C=NC=C1)C1=CC=C(O[C@@H](CN2C(N(C(C3=C2SC(=C3C)C=3OC=CN3)=O)C(C(=O)O)(C)C)=O)C3=CC=CC=C3)C=C1 2-[1-[(2R)-2-[4-(1H-imidazol-1-yl)phenoxy]-2-phenylethyl]-5-methyl-6-(1,3-oxazol-2-yl)-2,4-dioxo-1H,2H,3H,4H-thieno[2,3-d]pyrimidin-3-yl]-2-methylpropionic acid